OC[C@@H](C[C@@H](CCCCCCCCCCCC=C)O)O (2R,4R)-1,2,4-trihydroxyheptadec-16-ene